S(C)(=O)(=O)O.C1(CCCCC1)P(C1=C(C=CC=C1[Pd]C1=C(C=CC=C1)C1=C(C=CC=C1)N)C1=C(C=CC=C1OC)OC)C1CCCCC1 (2-dicyclohexylphosphino-2',6'-dimethoxy-1,1'-biphenylyl)(2'-amino-1,1'-biphenyl-2-yl)palladium (II) mesylate